C(CCCCCCCCCCCCCCCCC)NCCCCCCCCCCCCCCCCCC N,N-distearylamine